N-(3-{6-azaspiro[2.5]octane-6-yl}-4-{4-[2-(4,4-difluoropiperidin-1-yl)-6-Methylpyrimidin-4-yl]-1H-1,2,3-triazol-1-yl}phenyl)-1-(hydroxymethyl)cyclopropane-1-sulfonamide C1CC12CCN(CC2)C=2C=C(C=CC2N2N=NC(=C2)C2=NC(=NC(=C2)C)N2CCC(CC2)(F)F)NS(=O)(=O)C2(CC2)CO